FC=1C=CC(=NC1)C 5-fluoro-2-methylpyridine